Cl.N[C@@H]1CN(CC1)C=1SC(=CN1)C(=O)N1CC2(CC1)CCC(CC2)=O (S)-(2-(3-aminopyrrolidin-1-yl)thiazol-5-yl)(8-oxo-2-azaspiro[4.5]dec-2-yl)methanone hydrochloride